FC1=C(C=CC=C1)N1C(=NN=C1C1=NC(=CC=C1)C)C1CC(C1)NC(OC(C)(C)C)=O tert-butyl ((1S,3r)-3-(4-(2-fluorophenyl)-5-(6-methylpyridin-2-yl)-4H-1,2,4-triazol-3-yl)cyclobutyl)carbamate